CO[Si](C1=CC=CC=C1)(C1=CC=CC=C1)C(C)(C)C Methoxy-tert-butyl-diphenyl-monosilane